NCCC(=O)N[C@@H](C(C)C)C(=O)OC1=C(C=C(C=C1)CNC(CCCC\C=C\C(C)C)=O)OC (E)-2-methoxy-4-[(8-methylnon-6-enamido)methyl]phenyl (3-aminopropanoyl)-L-valinate